C1(CC1)COC=1C=C(C=CC1C(F)(F)F)C(C)=O 1-(3-(cyclopropylmethoxy)-4-(trifluoromethyl)phenyl)ethan-1-one